8-((1-(1-Methyl-1H-pyrazol-4-yl)-1H-indazol-6-yl)oxy)-5,6,7,8-tetrahydrocinnoline CN1N=CC(=C1)N1N=CC2=CC=C(C=C12)OC1CCCC=2C=CN=NC12